COC(N[C@H](C(=O)NC=1C(N(C=CC1)CC1=NC2=C(N1)C=CC=C2C(C(C)(C)C)F)=O)CC\C=C\C(=O)N)=O Methyl-((2S,E)-7-amino-1-((1-((4-(1-fluoro-2,2-dimethylpropyl)-1H-benzo[d]imidazol-2-yl)methyl)-2-oxo-1,2-dihydropyridin-3-yl)amino)-1,7-dioxohept-5-en-2-yl)carbamat